C(CCC)N1CCN(CC1)C1=CC=C(C=C1)C=1C(=NC(=CC1)OCC1=CC=CC=C1)OCC1=CC=CC=C1 butyl-4-(4-(2,6-bis(benzyloxy)pyridin-3-yl)phenyl)piperazine